C1(=CC=CC=C1)[C@H]1CCCC=2N1C(NN2)=O |r| (±)-5-phenyl-5,6,7,8-tetrahydro-[1,2,4]triazolo[4,3-a]pyridin-3(2H)-one